1-(4-(3-bromopropyloxy)phenyl)-3-(2-thiophenylphenyl)-2-propen-1-one BrCCCOC1=CC=C(C=C1)C(C=CC1=C(C=CC=C1)C=1SC=CC1)=O